N1CC(C1)N1CCC(CC1)N1N=C(C=2C1=NC=NC2N)I 1-(1-(azetidin-3-yl)piperidin-4-yl)-3-iodo-1H-pyrazolo[3,4-d]pyrimidin-4-amine